N-(2-((R)-4-cyanothiazolidin-3-yl)-2-oxoethyl)-6-((RS)-1-(2-(trifluoromethyl)pyridin-4-yl)ethyl)quinoline-4-carboxamide C(#N)[C@H]1N(CSC1)C(CNC(=O)C1=CC=NC2=CC=C(C=C12)[C@@H](C)C1=CC(=NC=C1)C(F)(F)F)=O |&1:22|